tricyclo[9.4.0.03,8]pentadeca-1(11),3(8),4,6,9,12,14-heptaen-2-one C1=2C(C=3C=CC=CC3C=CC2C=CC=C1)=O